2-((1r,2r)-2-aminocyclohexyl)-5-chloro-N-(thiophen-2-ylmethyl)thieno[3,2-b]pyridin-7-amine N[C@H]1[C@@H](CCCC1)C1=CC2=NC(=CC(=C2S1)NCC=1SC=CC1)Cl